((5S,7aS)-2-methylene-5-(3,3,3-trifluoropropyl)tetrahydro-1H-pyrrolizin-7a(5H)-yl)-methanol C=C1C[C@@]2(CC[C@H](N2C1)CCC(F)(F)F)CO